(4-methyl-1,2,5-oxadiazol-3-yl)propan-1-ol CC=1C(=NON1)C(CC)O